NCCCO[Si](OCC)(OCC)OCC aminopropoxytriethoxysilane